(6-chlorothieno[2,3-b]pyridin-2-yl)(tetrahydro-2H-pyran-4-yl)methanol ClC1=CC=C2C(=N1)SC(=C2)C(O)C2CCOCC2